O=C1NC(CCC1N1C(C2=CC=C(C=C2C1)C[C@@H]1[C@H](CCCC1)NCC1=C(C=C(C#N)C=C1)F)=O)=O 4-((((1S,2R)-2-((2-(2,6-dioxopiperidin-3-yl)-1-oxoisoindolin-5-yl)methyl)cyclohexyl)amino)methyl)-3-fluorobenzonitrile